(2S,5s)-2-fluoro-5-methyl-1,2,3,5,6,7-hexahydro-s-indacen-4-amine F[C@H]1CC=2C=C3CC[C@@H](C3=C(C2C1)N)C